3-(4-bromo-3-(ethoxymethyl)benzyl)-2-butyl-1,3-diazaspiro[4.4]non-1-en-4-one BrC1=C(C=C(CN2C(=NC3(C2=O)CCCC3)CCCC)C=C1)COCC